[Ti+4].S(=O)(=O)([O-])[O-].COCNC(C(=C)C)=O.S(=O)(=O)([O-])[O-] N-methoxymethyl-methacrylamide sulfate titanium salt